NC1=NC=CC=C1C1=NC=2C(=NC(=CC2)C2=NC=CN=C2F)N1C=1C=C2CC[C@@H](C2=CC1)NC(C1=CC(=C(C=C1)O)C=O)=O N-[(1S)-5-[2-(2-aminopyridin-3-yl)-5-(3-fluoropyrazin-2-yl)imidazo[4,5-b]pyridin-3-yl]-2,3-dihydro-1H-inden-1-yl]-3-formyl-4-hydroxybenzamide